(2S,3R)-4,4-difluoro-2-[(3'-fluoro[1,1'-biphenyl]-3-yl)methyl]-3-[(methanesulfonyl)amino]-N,N-dimethylpyrrolidine-1-carboxamide FC1([C@@H]([C@@H](N(C1)C(=O)N(C)C)CC=1C=C(C=CC1)C1=CC(=CC=C1)F)NS(=O)(=O)C)F